4-(1-aminoethyl)-N-(4,4-difluorocyclohexyl)-6-(3-methyl-1H-pyrazol-1-yl)pyridin-2-amine NC(C)C1=CC(=NC(=C1)N1N=C(C=C1)C)NC1CCC(CC1)(F)F